CN1CC(C=C2C3=C4C(C[C@@H]12)=CNC4=CC=C3)C(=O)N[C@H](C)CCC (6aR)-7-methyl-N-((R)-pentan-2-yl)-4,6,6a,7,8,9-hexahydroindolo[4,3-fg]quinoline-9-carboxamide